N-[4-[(6,7-Dimethoxy-1,5-naphthyridin-4-yl)oxy]phenyl]-5-methoxy-1,2,6-trimethyl-4-oxopyridine-3-carboxamide COC=1N=C2C(=CC=NC2=CC1OC)OC1=CC=C(C=C1)NC(=O)C1=C(N(C(=C(C1=O)OC)C)C)C